CN(C1=CC2=C([C@@H](CCO2)CNC=2C=NC=CC2C(=O)O)C=C1)C1=CC=C(C=C1)OC(F)(F)F 3-({[(4R)-7-{methyl-[4-(trifluoromethoxy)phenyl]amino}-3,4-dihydro-2H-1-benzopyran-4-yl]methyl}amino)pyridine-4-carboxylic acid